N-[3-[2-(difluoromethoxy)-5-[(2-methyl-1H-isoquinolin-7-yl)sulfonyl]phenyl]-1-methyl-pyrazol-4-yl]pyrazolo[1,5-a]pyrimidine-3-carboxamide FC(OC1=C(C=C(C=C1)S(=O)(=O)C1=CC=C2C=CN(CC2=C1)C)C1=NN(C=C1NC(=O)C=1C=NN2C1N=CC=C2)C)F